O[C@H]1[C@@H](COC1)OC1=NN(C=C1)C([2H])([2H])[2H] 3-(((3R,4R)-4-hydroxytetrahydrofuran-3-yl)oxy)-1-(methyl-d3)-1H-pyrazol